3-chloromethyl-1,2-cyclohexanediamine ClCC1C(C(CCC1)N)N